6-(1-(adamantan-1-ylmethyl)-5-methyl-1H-pyrazol-4-yl)-2-((3-(benzo[d]thiazol-2-ylcarbamoyl)phenyl)amino)quinoline-5-carboxylic acid C12(CC3CC(CC(C1)C3)C2)CN2N=CC(=C2C)C2=C(C=3C=CC(=NC3C=C2)NC2=CC(=CC=C2)C(NC=2SC3=C(N2)C=CC=C3)=O)C(=O)O